COC[C@@H](C(=O)NCC1=CC=CC2=CC=CC=C12)NC([C@H](CC(=O)O)NC(CCC1=CC=CC=C1)=O)=O (S)-4-(((S)-3-methoxy-1-((naphthalen-1-ylmethyl)amino)-1-oxopropan-2-yl)amino)-4-oxo-3-(3-phenylpropanamido)butanoic acid